N-(1-(difluoromethyl)cyclohexyl)-2-(1H-imidazol-5-yl)thiazole-4-carboxamide FC(C1(CCCCC1)NC(=O)C=1N=C(SC1)C1=CN=CN1)F